C1(=CC=CC=C1)CCO 2-phenyl-1-ethanol